3-(((1H-benzo[d]imidazol-6-yl)oxy)methyl)bicyclo[1.1.1]pentan N1C=NC2=C1C=C(C=C2)OCC21CC(C2)C1